C(C1=CC=CC=C1)OC=1C=CC(=C(C1)C(=O)N1CC2(C1)CC(C2)N2N=CC(=C2C2=C(C=CC(=C2)F)Cl)C)F (5-(benzyloxy)-2-fluorophenyl)(6-(5-(2-chloro-5-fluorophenyl)-4-methyl-1H-pyrazol-1-yl)-2-azaspiro[3.3]hept-2-yl)methanone